(R) and (S)-1-(5-fluoro-3-methylbenzofuran-2-yl)-2-methylpropan-1-amine FC=1C=CC2=C(C(=C(O2)[C@@H](C(C)C)N)C)C1 |r|